IC1=C2C=CC=NC2=C(C(=C1)I)O 5,7-diiodo-8-hydroxy-quinoline